(RS)-5-Ethoxy-N-(4-(2-(pyrrolidin-2-yl)-ethyl)-phenyl)-picolinamid C(C)OC=1C=CC(=NC1)C(=O)NC1=CC=C(C=C1)CC[C@H]1NCCC1 |r|